C1(CC1)C#C[C@@]1(NC(NC2=CC(=CC=C12)CC1=CN(C(C=C1)=O)C)=O)C(F)(F)F (S)-4-(cyclopropylethynyl)-7-((1-methyl-6-oxo-1,6-dihydropyridin-3-yl)methyl)-4-(trifluoromethyl)-3,4-dihydroquinazolin-2(1H)-one